C(C)(=O)SCC(SCCSC(C)=O)CSCCSC(C)=O 4-acetylthiomethyl-1,8-diacetylthio-3,6-dithiaoctane